4-(CYCLOPROPANECARBONYL)PHENYL FORMATE C(=O)OC1=CC=C(C=C1)C(=O)C1CC1